methyl (1R,2S,5S)-3-[(2S)-2-[(2-ethoxyacetyl)amino]-3,3-dimethyl-butanoyl]-6,6-dimethyl-3-azabicyclo[3.1.0]hexane-2-carboxylate C(C)OCC(=O)N[C@H](C(=O)N1[C@@H]([C@H]2C([C@H]2C1)(C)C)C(=O)OC)C(C)(C)C